ClC=1C=NC(=CC1)NC1=NNC(=C1)C 3-chloro-6-((5-methyl-1H-pyrazol-3-yl)amino)pyridin